ClC1=CC=C(C(=N1)C(=O)N)O[C@H](C)C=1C=C(C=C2C(C(=C(OC12)C=1C=NN2C1COCC2)C)=O)C 6-Chloro-3-[(1R)-1-[2-(6,7-dihydro-4H-pyrazolo[5,1-c][1,4]oxazin-3-yl)-3,6-dimethyl-4-oxo-chromen-8-yl]ethoxy]pyridine-2-carboxamide